NC=1NC(C=2N(C(N(C2N1)[C@@H]1O[C@@H](C[C@H]1O)CO)=O)CC1=NN(C=C1)C)=O 2-Amino-9-((2R,3R,5S)-3-hydroxy-5-(hydroxymethyl)tetrahydrofuran-2-yl)-7-((1-methyl-1H-pyrazol-3-yl)methyl)-7,9-dihydro-1H-purin-6,8-dion